(5-(((8-((4-methoxybenzyl)oxy)quinolin-6-yl)thio)methyl)-4-methylthiazol-2-yl)methanol COC1=CC=C(COC=2C=C(C=C3C=CC=NC23)SCC2=C(N=C(S2)CO)C)C=C1